([1,2,4]triazolo[1,5-a]pyridin-6-yl)benzaldehyde N=1C=NN2C1C=CC(=C2)C2=C(C=O)C=CC=C2